[2-[[(2R)-2-[[(2R)-2-amino-3-phenyl-propionyl]amino]-5-fluoro-pentanoyl]amino]hexanoyl]piperidine-4-carboxylic acid Tritrifluoroacetate salt FC(C(=O)O)(F)F.FC(C(=O)O)(F)F.FC(C(=O)O)(F)F.N[C@@H](C(=O)N[C@@H](C(=O)NC(C(=O)N1CCC(CC1)C(=O)O)CCCC)CCCF)CC1=CC=CC=C1